C1(=CC=CC=C1)SCCC=O 3-(PHENYLSULFANYL)PROPANAL